C1(=CC=CC=C1)C\1=NOC(/C1=C/C=1SC(=CC1)N1CCCC1)=O (E)-3-phenyl-4-((5-(pyrrolidin-1-yl)thiophen-2-yl)methylene)isoxazol-5(4H)-one